NC1=NC(=CC(=C1)N[C@H](CO)CCC)CC1=C(C=C(C=C1)CN1CCCC1)C (S)-2-amino-4-((1-hydroxypentan-2-yl)amino)-6-(2-methyl-4-(pyrrolidin-1-ylmethyl)benzyl)pyridine